(5-bromo-4-methyl-1-oxo-isoindolin-2-yl)piperidine-2,6-dione BrC=1C(=C2CN(C(C2=CC1)=O)N1C(CCCC1=O)=O)C